C(#N)[C@H](C)N(C(OC(C)(C)C)=O)C tert-butyl (S)-(1-cyanoethyl)(methyl)carbamate